(S)-N-(4-(5-(2-(4,4-Difluoropiperidin-1-yl)-6-methylpyridin-4-yl)-1,3,4-oxadiazol-2-yl)-3-(6-azaspiro[2.5]octan-6-yl)phenyl)-1-hydroxypropane-2-sulfonamide FC1(CCN(CC1)C1=NC(=CC(=C1)C1=NN=C(O1)C1=C(C=C(C=C1)NS(=O)(=O)[C@H](CO)C)N1CCC2(CC2)CC1)C)F